C1=2C=C(C=CC2CC1)[C@@](C)(O)[C@H]1O[C@H]([C@@H]([C@@H]1O)O)N1C=CC2=C1N=CN=C2C (2S,3S,4R,5R)-2-((R)-1-(bicyclo[4.2.0]octa-1(6),2,4-trien-3-yl)-1-hydroxyethyl)-5-(4-methyl-7H-pyrrolo[2,3-d]pyrimidin-7-yl)tetrahydrofuran-3,4-diol